4-(1H-INDOL-3-YL)BUTANAL N1C=C(C2=CC=CC=C12)CCCC=O